3,4-bis(dicyclopentylphosphino)-thiophene C1(CCCC1)P(C1=CSC=C1P(C1CCCC1)C1CCCC1)C1CCCC1